2-((4-Amino-3-(3-(hydroxymethyl)phenyl)-1H-pyrazolo[3,4-d]pyrimidin-1-yl)methyl)-3-phenyl-4H-chromen-4-one NC1=C2C(=NC=N1)N(N=C2C2=CC(=CC=C2)CO)CC=2OC1=CC=CC=C1C(C2C2=CC=CC=C2)=O